C(C)OC(=O)C=1OC(=NN1)N1CC2(C1)C[C@@H](CC2)N2CCC(CC2)C2=C(C=CC=C2)OCC2=CC=CC=C2 (R)-5-(6-(4-(2-(benzyloxy)phenyl)piperidin-1-yl)-2-azaspiro[3.4]oct-2-yl)-1,3,4-oxadiazole-2-carboxylic acid ethyl ester